(S)-6-chloro-8-((4-methoxybenzyl)(methyl)amino)-N-(1-methyl-2-carbonylpyrrolidin-3-yl)imidazo[1,2-b]pyridazine-3-carboxamide ClC=1C=C(C=2N(N1)C(=CN2)C(=O)N[C@@H]2C(N(CC2)C)=C=O)N(C)CC2=CC=C(C=C2)OC